CC1=CC2=C(C3=CC=C(C=C3C(=C2C=C1)OC(=O)C1C(C2C=CC1C2)C(=O)O)C)OC(=O)C2C(C1C=CC2C1)C(=O)O 2,6-dimethyl-9,10-bis[2-carboxy(3,6-methano-4-cyclohexenyl)]carbonyloxyanthracene